2-methylnaphthalene-1,3-diol CC1=C(C2=CC=CC=C2C=C1O)O